ClC1=CC2=C(C=N1)N=C(S2)N 6-chlorothiazolo[4,5-c]pyridin-2-amine